1-(aminooxy)-4,4-dimethylcyclohexane-1-carboxylic acid tert-butyl ester C(C)(C)(C)OC(=O)C1(CCC(CC1)(C)C)ON